aminoethyl-6-(dimethylphosphoryl)pyrazolo[1,5-a]pyrimidine-3-carboxylic acid ethyl ester C(C)OC(=O)C=1C(=NN2C1N=CC(=C2)P(=O)(C)C)CCN